(E)-N-(4-(7-(2-Cyano-3-phenylacrylamido)-1H-indol-3-yl)pyridin-2-yl)cyclopropancarboxamid C(#N)/C(/C(=O)NC=1C=CC=C2C(=CNC12)C1=CC(=NC=C1)NC(=O)C1CC1)=C\C1=CC=CC=C1